BrC=1C=C(C(=NC1)C(=O)O)C 5-bromo-3-methyl-picolinic acid